C1(=CC=CC=C1)C=1NC(=C(N1)C1=CC=CC=C1)C 2,4-diphenyl-5-methylimidazole